2-(2-((3R,4R)-3-Amino-4-fluoropiperidin-1-yl)-6-methoxy-1H-benzo[d]imidazol-1-yl)-N,N-dimethylacetamid N[C@@H]1CN(CC[C@H]1F)C1=NC2=C(N1CC(=O)N(C)C)C=C(C=C2)OC